C(C1=CC=CC=C1)OCC=1N(C(NN1)=O)C 5-[(benzyloxy)methyl]-4-methyl-2,4-dihydro-3H-1,2,4-triazol-3-one